1-(3-bromophenyl)-N-[4-(2,4-dioxo-1,2,3,4-tetrahydronaphtho[1,2-b][1,4]diazepin-5-yl)phenyl]methanesulfonamide BrC=1C=C(C=CC1)CS(=O)(=O)NC1=CC=C(C=C1)N1C2=C(NC(CC1=O)=O)C1=CC=CC=C1C=C2